OCC1=C(C=C(CNCCCCN2C(C=CC2=O)=O)C=C1)[N+](=O)[O-] 1-(4-((4-(hydroxymethyl)-3-nitrobenzyl)amino)butyl)-1H-pyrrole-2,5-dione